BrC=1C=C2C=C(C(NC2=NC1)=O)C(=O)NC(C)C1=CC=C(C=C1)F 6-bromo-N-[1-(4-fluorophenyl)ethyl]-2-oxo-1H-1,8-naphthyridine-3-carboxamide